(2-aminoethyl)3-aminopropyl-methoxysilane (((tert-butyldimethylsilyl)oxy)methyl)-2-(methoxymethoxy)-3-(2-(4,4,5,5-tetramethyl-1,3,2-dioxaborolan-2-yl)ethyl)benzoate [Si](C)(C)(C(C)(C)C)OCOC(C1=C(C(=CC=C1)CCB1OC(C(O1)(C)C)(C)C)OCOC)=O.NCC[SiH](OC)CCCN